3-fluoro-6-(4-fluorophenyl)-1H-indole-2-carboxylic acid ethyl ester C(C)OC(=O)C=1NC2=CC(=CC=C2C1F)C1=CC=C(C=C1)F